O=C1NC(CCC1N1C(C2=CC=C(C=C2C1=O)N1C[C@H](OCC1)C=O)=O)=O (2S)-4-(2-(2,6-dioxopiperidin-3-yl)-1,3-dioxoisoindolin-5-yl)morpholine-2-carbaldehyde